NC1=C(C(=NN1)C(=O)OCC)C(=O)OCC diethyl 5-amino-1H-pyrazole-3,4-dicarboxylate